N-(1,1-dioxido-2,3-dihydrothiophen-3-yl)-2-hydroxy-6-methoxyquinoline-3-carboxamide O=S1(CC(C=C1)NC(=O)C=1C(=NC2=CC=C(C=C2C1)OC)O)=O